CNC(=O)[C@@H]1[C@H]([C@H]([C@@H](O1)N2C=NC3=C(N=CN=C32)NCC4=CC(=CC=C4)I)O)O The molecule is a derivative of adenosine in which the 5'-hydroxymethyl group is replaced by N-ethylcarboxamido and one of the hydrogens of the exocyclic amino function is substituted by a 3-iodobenzyl group. It has a role as an adenosine A3 receptor agonist. It is a member of adenosines, an organoiodine compound and a monocarboxylic acid amide. It derives from an adenosine.